BrC=1C=C(C=C(C1)F)C1OC1 2-(3-Bromo-5-fluorophenyl)oxirane